3-{N,N-dimethyl-N-[3-(4-octylbenzoylamino)propyl]ammonio}propanesulfonate C[N+](CCCNC(C1=CC=C(C=C1)CCCCCCCC)=O)(C)CCCS(=O)(=O)[O-]